tert-butyl ((1S,2S,4S)-2-amino-4-(2-fluoro-5-(trifluoromethyl)phenyl)cyclohexyl)-carbamate N[C@@H]1[C@H](CC[C@@H](C1)C1=C(C=CC(=C1)C(F)(F)F)F)NC(OC(C)(C)C)=O